sulfanyl-5-chloro-3-(2-hydroxy-2-methyl-propyl)quinazolin-4-one SC1=NC2=CC=CC(=C2C(N1CC(C)(C)O)=O)Cl